(R)-(3-aminopyrrolidin-1-yl)(2-(6-ethyl-6H-thieno[2,3-b]pyrrol-5-yl)-7-methoxy-1-methyl-1H-benzo[d]imidazol-5-yl)methanone N[C@H]1CN(CC1)C(=O)C1=CC2=C(N(C(=N2)C2=CC3=C(N2CC)SC=C3)C)C(=C1)OC